(3R)-4-amino-N-((1S,2R)-2-aminocyclopropyl)-3-methyl-N-((5-(trifluoromethyl)-2-pyridinyl)methyl)-1,3-dihydrofuro[3,4-c]quinoline-8-carboxamide NC1=NC=2C=CC(=CC2C2=C1[C@H](OC2)C)C(=O)N(CC2=NC=C(C=C2)C(F)(F)F)[C@@H]2[C@@H](C2)N